ClC1=C(C=CC=C1)C1=CC2=C(N=C(N=C2)SC)N2C1=NCC2 6-(2-chlorophenyl)-2-(methylthio)-8,9-dihydroimidazo[1',2':1,6]pyrido[2,3-d]pyrimidine